7-bromo-6-fluoro-3H-quinazolin-4-one BrC1=C(C=C2C(NC=NC2=C1)=O)F